FC=1C=C2C(=C(/C(/C2=CC1)=C/C1=CC=C(C=C1)OC1=CC=C(C=C1)F)CC1=CC=C(C=C1)C(F)(F)F)CC(=O)O (Z)-2-(5-fluoro-1-(4-(4-fluorophenoxy)benzylidene)-2-(4-(trifluoromethyl)-benzyl)-1H-inden-3-yl)acetic acid